C(C)(C)C1=NC2=C(N1C1=CC3=C(NC(N3)=O)C=C1)C=CC(=C2)C(=O)NC 2-Isopropyl-N-methyl-1-(2-oxo-1,3-dihydrobenzimidazol-5-yl)benzimidazole-5-carboxamide